NC1=NC=CC2=C1N(C(N2C[C@H]2N(CCC2)C(=O)C(C#N)=CC(C)(N(C2COC2)C)C)=O)C2=CC=C(C=C2)OC2=CC=CC=C2 (S)-2-(2-((4-amino-2-oxo-3-(4-phenoxyphenyl)-2,3-dihydro-1H-imidazo[4,5-c]pyridin-1-yl)methyl)pyrrolidine-1-carbonyl)-4-methyl-4-(methyl-(oxetan-3-yl)amino)pent-2-enenitrile